C1(CC1)CNC(=O)C=1C=NC(=NC1)N1CCC(CC1)N1C2=C(N(C(C1=O)=O)C)C=C(C=N2)F N-(cyclopropylmethyl)-2-(4-(7-fluoro-1-methyl-2,3-dioxo-2,3-dihydropyrido[2,3-b]pyrazine-4(1H)-yl)piperidin-1-yl)pyrimidine-5-carboxamide